ClC1=NC2=CC(=NC=C2C=C1)CNC(OC(C)(C)C)=O tertbutyl N-[(2-chloro-1,6-naphthyridin-7-yl)methyl]carbamate